[N+](=O)([O-])C1=C(C(=CC=C1)COC)COC1=CC=C(OC[C@@H]2CN(CC2)C(=O)OC(C)(C)C)C=C1 tert-Butyl (3S)-3-[[4-[[2-nitro-6-(methoxymethyl)phenyl]methoxy]phenoxy]methyl]pyrrolidine-1-carboxylate